N-(3-bromo-2-chloro-5-fluorophenyl)-3-fluoro-N-((2-(trimethylsilyl)ethoxy)methyl)-propane-1-sulfonamide BrC=1C(=C(C=C(C1)F)N(S(=O)(=O)CCCF)COCC[Si](C)(C)C)Cl